OC1=C(C=C(C=C1)N1C(C2=CC=C(C=C2CC1)C1=CC(=CC(=C1)C(F)(F)F)C1=NC=CC=C1)=O)NS(=O)(=O)C N-(2-hydroxy-5-(1-oxo-6-(3-(pyridin-2-yl)-5-(trifluoromethyl)phenyl)-3,4-dihydroisoquinolin-2(1H)-yl)phenyl)methanesulfonamide